((7R)-7-Amino-2-azabicyclo[2.2.1]heptan-2-yl)(2-(1-(cyclopropylmethyl)-6-methyl-1H-indol-2-yl)-4-methoxy-3-methylbenzofuran-6-yl)methanone N[C@H]1C2N(CC1CC2)C(=O)C2=CC1=C(C(=C(O1)C=1N(C3=CC(=CC=C3C1)C)CC1CC1)C)C(=C2)OC